5-benzyl-N-((R)-3-methyl-1-((3aS,4S,6S,7aR)-3a,5,5-trimethylhexahydro-4,6-methanobenzo[d][1,3,2]dioxaborol-2-yl)butyl)-3-((pyridin-2-ylmethoxy)methyl)-4,5-dihydroisoxazol-5-carboxamide C(C1=CC=CC=C1)C1(CC(=NO1)COCC1=NC=CC=C1)C(=O)N[C@@H](CC(C)C)B1O[C@@]2([C@H](O1)C[C@H]1C([C@@H]2C1)(C)C)C